C(C)(C)(C)C1=C(C=C(C=C1)N1C(C2=CC(=CC=C2[C@H]([C@@H]1C1=CC2=C(OCCO2)C=C1)C(=O)O)Cl)=O)Cl |o1:18,19| (3R,4R) or (3S,4S)-2-(4-tert-butyl-3-chlorophenyl)-7-chloro-3-(2,3-dihydro-1,4-benzodioxin-6-yl)-1-oxo-1,2,3,4-tetrahydroisoquinoline-4-carboxylic acid